5-(3-((4-(2-(4-chlorophenyl)-2,2-difluoroacetyl)piperazin-1-yl)methyl)azetidin-1-yl)-2-(2,6-dioxopiperidin-3-yl)isoindoline-1,3-dione ClC1=CC=C(C=C1)C(C(=O)N1CCN(CC1)CC1CN(C1)C=1C=C2C(N(C(C2=CC1)=O)C1C(NC(CC1)=O)=O)=O)(F)F